Methyl Heptadecenoate CCCCCCCCCCCCCCC=CC(=O)OC